1-methoxy-3-((8-(5-(trifluoromethyl)pyridin-2-yl)-1,6-naphthyridin-5-yl)amino)propan-2-ol COCC(CNC1=C2C=CC=NC2=C(C=N1)C1=NC=C(C=C1)C(F)(F)F)O